6-bromo-4-chloro-1-(2-methoxyethyl)-2-oxo-1,2-dihydro-1,5-naphthyridine-3-carbonitrile BrC=1N=C2C(=C(C(N(C2=CC1)CCOC)=O)C#N)Cl